5-((1R,2R)-2-aminocyclohexyl)-N-(2,6-dichloro-3,5-dimethoxybenzyl)-1H-pyrazol-3-amine N[C@H]1[C@@H](CCCC1)C1=CC(=NN1)NCC1=C(C(=CC(=C1Cl)OC)OC)Cl